FC1=CC=C(C=C1)C1=CC=2C(=C(N=NC2CC2COCCC2)C(=O)N)S1 2-(4-fluorophenyl)-4-(3-tetrahydropyranylmethyl)-thieno[2,3-d]pyridazine-7-carboxamide